S1C(=CC=C1)C1=CC(=NO1)C(=O)NCCCCCN1CC(C1)NC(OC)=O Methyl (1-(5-(5-(thiophen-2-yl)isoxazole-3-carboxamido)pentyl)azetidin-3-yl)carbamate